C(C1=CC=CC=C1)OC1=NC(=CC=C1C=1C=C(C=CC1)N(CC(=O)N1CCN(CC1)C(=O)OC(C)(C)C)C(=O)OC(C)(C)C)OCC1=CC=CC=C1 Tert-butyl 4-(2-((3-(2,6-bis(benzyloxy)pyridin-3-yl)phenyl)(tert-butoxycarbonyl)-amino)acetyl)piperazine-1-carboxylate